(S)-1-(3-(6-chloro-3-(1H-imidazol-1-yl)-5-methoxy-1-methyl-1H-pyrrolo[3,2-b]pyridin-2-yl)-1H-1,2,4-triazol-5-yl)-N,N-dimethyl-ethan-1-amine ClC=1C=C2C(=NC1OC)C(=C(N2C)C2=NNC(=N2)[C@H](C)N(C)C)N2C=NC=C2